2-(3,5-xylyl)-N-((2-(2,6-dioxopiperidin-3-yl)-1-oxoisoindolin-4-yl)methyl)-2-oxoacetamide C1(=CC(=CC(=C1)C)C)C(C(=O)NCC1=C2CN(C(C2=CC=C1)=O)C1C(NC(CC1)=O)=O)=O